tert-butyl 4-(5-bromo-2-fluoro-4-(methoxycarbonyl) phenyl)-piperazine-1-carboxylate BrC=1C(=CC(=C(C1)N1CCN(CC1)C(=O)OC(C)(C)C)F)C(=O)OC